FC1=C(C=CC(=C1)C)[C@H](C)NC(CN1N=CC2=C(C1=O)C=NN2C(C)C)=O (S)-N-(1-(2-Fluoro-4-methylphenyl)ethyl)-2-(1-isopropyl-4-oxo-1,4-dihydro-5H-pyrazolo[3,4-d]-pyridazin-5-yl)acetamid